(1R,1''S,2R,2''S)-6'-methoxy-5,5''-dimethyl-2,2''-di(prop-1-en-2-yl)-1,1'',2,2'',3,3'',4,4''-octahydro-[1,1':3',1''-terphenyl]-2',4'-diol COC=1C=C(C(=C(C1[C@H]1[C@@H](CCC(=C1)C)C(=C)C)O)[C@@H]1[C@H](CCC(=C1)C)C(=C)C)O